N[C@]1(CN(CC1)C1=C(CN2C3=NC=NC(=C3N=C2)N)C(=CC(=C1)Cl)Br)C1=NN=NN1C (R)-9-(2-(3-Amino-3-(1-methyl-1H-tetrazol-5-yl)pyrrolidin-1-yl)-6-bromo-4-chlorobenzyl)-9H-purin-6-amin